FC=1C=CC=C2C(N(C=3N(C12)C(NN3)=S)CC(C(F)(F)F)(F)F)=O 9-fluoro-4-(2,2,3,3,3-pentafluoropropyl)-1-thioxo-2,4-dihydro-[1,2,4]triazolo[4,3-a]quinazolin-5(1H)-one